(1s,4s)-4-(4-oxo-1,4-dihydro-5H-pyrazolo[4,3-c]pyridin-5-yl)cyclohexane-1-carboxylic acid methyl ester COC(=O)C1CCC(CC1)N1C(C2=C(C=C1)NN=C2)=O